C(#N)C1CCN(CC1)C=1NC(=C(N1)C)C(=O)OCC ethyl 2-(4-cyanopiperidin-1-yl)-4-methyl-1H-imidazole-5-carboxylate